2,7-dimethyl-2H-indazol-5-amine hydrochloride Cl.CN1N=C2C(=CC(=CC2=C1)N)C